ClC1=CC=C(C=C1)COC1=NN=C(S1)NC(=O)C=1C=NC=CC1N1CC(N(CC1)CCN1CCOCC1)=O N-[5-[(4-chlorophenyl)methoxy]-1,3,4-thiadiazol-2-yl]-4-[4-[2-(morpholin-4-yl)ethyl]-3-oxopiperazin-1-yl]pyridine-3-carboxamide